C1(CC1)OC1=C(C(=CC=C1)OC)S(=O)(=O)N 2-Cyclopropoxy-6-methoxybenzenesulfonamide